NCCCN1CCS(CC1)(=O)=O N-(3-aminopropyl)thiomorpholine-1,1-dioxide